1,3,4,6,7,8-hexahydro-4,6,6,7,8,8-hexamethylcyclopentane-Yl-2-benzopyran CC1CCC(C1)C1OCCC2=C1C(C(C(C2)(C)C)C)(C)C